CN1C(NC(C=2N(C(=NC12)SC)C)=O)=O 3,7-dimethyl-8-(methylthio)-1H-purine-2,6(3H,7H)-dione